ClC=1N=C(C2=C(N1)N(N=N2)[C@H](C)C2=C(C=C(C=C2)Cl)Cl)CO (R)-(5-chloro-3-(1-(2,4-dichlorophenyl)ethyl)-3H-[1,2,3]triazolo[4,5-d]pyrimidin-7-yl)methanol